C(CC)OCC(C)O 1-propoxy-propan-2-ol